5,5-dimethyl-2-oxo-3-cyclopentene-1-carboxylic acid ethyl ester C(C)OC(=O)C1C(C=CC1(C)C)=O